C(CCCCCCC)C=1C=C(SC1)C1(CC=C(C=C1)N)NC1=CC=CC=C1 1-(4-octyl-thiophene-2-yl)-N1-phenyl-benzene-1,4-diamine